(S)-4-((4-((2-(2-cyano-4,4-difluoropyrrolidin-1-yl)-2-oxoethyl)carbamoyl)quinolin-6-yl)amino)-4-oxobutanoic acid C(#N)[C@H]1N(CC(C1)(F)F)C(CNC(=O)C1=CC=NC2=CC=C(C=C12)NC(CCC(=O)O)=O)=O